N-(7-(ethylsulfanyl)-1-(4-fluorobenzyl)-5-methyl-1,2,3,4-tetrahydroquinolin-6-yl)-3,3-dimethylbutyramide C(C)SC1=C(C(=C2CCCN(C2=C1)CC1=CC=C(C=C1)F)C)NC(CC(C)(C)C)=O